OCC1N(CCC1)C(=O)OC(C)(C)C tert-Butyl 2-(hydroxymethyl)-1-pyrrolidinecarboxylate